C(C)(C)(C)N1CC(C1)N1C(C=2NC=3N(C(C2C1)=O)N=C(C3)CC)=O tert-butyl-3-(2-ethyl-5,8-dioxo-5,8-dihydro-4H-pyrazolo[1,5-a]pyrrolo[3,4-d]pyrimidin-6(7H)-yl)azetidine